C(C)(C)(C)OC(=O)N1CCC(=CC1)C1=CC=2N(C=C1)N=C(N2)C2=CC(=C(C=C2)OC)OC 4-(2-(3,4-dimethoxyphenyl)-[1,2,4]triazolo[1,5-a]pyridin-7-yl)-3,6-dihydropyridine-1(2H)-carboxylic acid tert-butyl ester